decaphenoxycyclopentaphosphazene O(C1=CC=CC=C1)P1(N(P(N(P(=NPNPN1)(OC1=CC=CC=C1)OC1=CC=CC=C1)OC1=CC=CC=C1)(OC1=CC=CC=C1)(OC1=CC=CC=C1)OC1=CC=CC=C1)OC1=CC=CC=C1)(OC1=CC=CC=C1)OC1=CC=CC=C1